C(C)C1C(OCC=2C(N3CCCC3=CC21)=O)=O 4-ethyl-1,6,7,8-tetrahydro-10H-pyrano[3,4-f]indolizine-3,10(4H)-dione